C(C)C1=C(C(=CC=C1)CC)N1N=C2C(CN(CC2)C2=NC=C(C=N2)C(F)(F)F)=C1C1=C2C=CN(C2=C(C(=C1)F)OC)P(OCC)(OCC)=O diethyl (4-(2-(2,6-diethylphenyl)-5-(5-(trifluoromethyl)pyrimidin-2-yl)-4,5,6,7-tetrahydro-2H-pyrazolo[4,3-c]pyridin-3-yl)-6-fluoro-7-methoxy-1H-indol-1-yl)phosphonate